BrC1=CN(C2=NC=CC(=C21)OC2=C(C=C(C=C2)[N+](=O)[O-])C(F)(F)F)COCC[Si](C)(C)C 3-bromo-4-[4-nitro-2-(trifluoromethyl)phenoxy]-1-{[2-(trimethylsilyl)ethoxy]methyl}-1H-pyrrolo[2,3-b]pyridine